O1C=CC2=C1C=CC(=C2)/C=C/C(=O)C2=C(C=C(C=C2O[C@@H]2O[C@@H]([C@H]([C@@H]([C@H]2O)O)O)CO)C)O (E)-3-(1-Benzofuran-5-yl)-1-[2-hydroxy-4-methyl-6-[(2S,3R,4S,5S,6R)-3,4,5-trihydroxy-6-(hydroxymethyl)oxan-2-yl]oxyphenyl]prop-2-en-1-one